6-((4-Acetyl-2-benzyl-3-oxo-3,4-dihydrobenzo[f]quinoxalin-6-yl)oxy)hexanoic acid ethyl ester C(C)OC(CCCCCOC=1C2=C(C=3N=C(C(N(C3C1)C(C)=O)=O)CC1=CC=CC=C1)C=CC=C2)=O